C(C)(C)(C)OC(=O)N1C2(CC2)[C@H]([C@@H](C1)C1=CC(=CC=C1)Cl)C#N (6R,7S)-6-(3-chlorophenyl)-7-cyano-4-azaspiro[2.4]heptane-4-carboxylic acid tert-butyl ester